N-(((2S,5R)-5-((5-fluoro-3-(2-fluoro-4-(2-fluorophenoxy)benzoyl)-1H-pyrrolo[2,3-b]pyridin-4-yl)amino)tetrahydro-2H-pyran-2-yl)methyl)methanesulfonamide FC=1C(=C2C(=NC1)NC=C2C(C2=C(C=C(C=C2)OC2=C(C=CC=C2)F)F)=O)N[C@@H]2CC[C@H](OC2)CNS(=O)(=O)C